FC=1C=C(C(=O)N2CCN(CC2)C(=O)C2=CC(=C(C=C2)O[C@@H]2CNCC2)C)C=C(C1)N1CCNCC1 (S)-(4-(3-fluoro-5-(piperazin-1-yl)benzoyl)piperazin-1-yl)(3-methyl-4-(pyrrolidin-3-yloxy)phenyl)methanone